C(CCCCCCC\C=C/CCCCCCCC)(=O)OC(CCCCCC(OC(NCCCN(C)C)=O)CCCCCCOC(CCCCCCC\C=C/CCCCCCCC)=O)CCCN(C)C [3-(dimethylamino) propyl]-9-(6-{[(10Z)-1-oxooctadec-9-enyl] oxy} hexyl)-2-methyl-7-oxo-2,6-diaza-8-oxapentadecan-15-yl (10Z)-octadec-9-enoate